N(O)=C(CCCCOC(C)=O)C 5-oximino-1-acetoxyhexane